1-(3-(4,4'-dimethoxy-trityloxy)propylamino)-4-(3-hydroxypropylamino)-anthraquinone COC1=CC=C(C(C2=CC=C(C=C2)OC)(C2=CC=CC=C2)OCCCNC2=CC=C(C=3C(C4=CC=CC=C4C(C23)=O)=O)NCCCO)C=C1